(trifluoromethyl)acetylene FC(F)(F)C#C